((trifluoromethyl) sulfonyl) phosphoramidite P(OS(=O)(=O)C(F)(F)F)([O-])N